N6-Oxalyl-Lysine C(C(=O)O)(=O)NCCCC[C@H](N)C(=O)O